[3,5-di-tert-butyl-4-hydroxyphenyl]propionyl-hydrazine tert-Butyl-3-fluoro-4-(2-methoxy-2-oxoethyl)-4-(nitromethyl)piperidine-1-carboxylate C(C)(C)(C)OC(=O)N1CC(C(CC1)(C[N+](=O)[O-])CC(=O)OC)F.C(C)(C)(C)C=1C=C(C=C(C1O)C(C)(C)C)CCC(=O)NN